N2-[4-(4-ethylpiperazin-1-yl)sulfonylphenyl]-N4-[2-(6-methyl-2-pyridyl)pyrimidin-4-yl]pyrimidine-2,4-diamine C(C)N1CCN(CC1)S(=O)(=O)C1=CC=C(C=C1)NC1=NC=CC(=N1)NC1=NC(=NC=C1)C1=NC(=CC=C1)C